1-acryloyl-N-(2-(4-(4-(2-amino-4-(difluoromethyl)pyrimidin-5-yl)-6-morpholino-1,3,5-triazin-2-yl)piperazin-1-yl)ethyl)piperidine-4-carboxamide C(C=C)(=O)N1CCC(CC1)C(=O)NCCN1CCN(CC1)C1=NC(=NC(=N1)C=1C(=NC(=NC1)N)C(F)F)N1CCOCC1